5-[3-(5-bromopyridin-2-yl)pyrrolidine-1-carbonyl]-6-methyl-N-(1-methylcyclopropyl)furo[2,3-d]pyrimidin-4-amine BrC=1C=CC(=NC1)C1CN(CC1)C(=O)C1=C(OC=2N=CN=C(C21)NC2(CC2)C)C